N-cyclohexylaminomethyl-1-methyldimethoxysilane C1(CCCCC1)NC[Si](C)(OC)OC